NC1=C(C=CC=C1)C(C(=O)N)(N1N=C2C=C(C(=CC2=C1)F)C1=CC=C(C=C1)C1CCN(CC1)C)C1=C(C=CC(=C1)F)OCOC (2-aminophenyl)-2-(5-fluoro-2-(methoxymethoxy)phenyl)-2-(5-fluoro-6-(4-(1-methylpiperidin-4-yl)phenyl)-2H-indazol-2-yl)acetamide